N1C(=NC2=C1C=CC=C2)C=2C=C(C=CC2)NC2=C(C=C(C=C2)C=2N=NC=CC2)O 2-((3-(1H-benzo[d]imidazol-2-yl)phenyl)amino)-5-(pyridazin-3-yl)phenol